(S)-2-(((2-(3-fluorophenyl)benzofuran-5-yl)methyl)amino)propanamide FC=1C=C(C=CC1)C=1OC2=C(C1)C=C(C=C2)CN[C@H](C(=O)N)C